1,4-dimethyl-2,5-diphenylbenzene CC1=C(C=C(C(=C1)C1=CC=CC=C1)C)C1=CC=CC=C1